N-((5-fluoro-2,3-dihydrobenzofuran-4-yl)methyl)-8-(5-(trifluoromethyl)imidazo[1,2-a]pyridin-8-yl)-[1,2,4]triazolo[4,3-c]pyrimidin-5-amine FC=1C=CC2=C(CCO2)C1CNC1=NC=C(C=2N1C=NN2)C=2C=1N(C(=CC2)C(F)(F)F)C=CN1